FC(CC1=NNC(=N1)CC1CC2(CN(C2)C(=O)N2CC3(C2)CC(C3)N3N=C(N=C3)C(F)(F)F)C1)(F)F [6-[[3-(2,2,2-trifluoroethyl)-1H-1,2,4-triazol-5-yl]methyl]-2-azaspiro[3.3]heptan-2-yl]-[6-[3-(trifluoromethyl)-1,2,4-triazol-1-yl]-2-azaspiro[3.3]heptan-2-yl]methanone